COC1=C2C(=C3C(=C(C(OC3=C1)=O)CC(=O)OCC)C)OCO2 ethyl 2-(4-methoxy-9-methyl-7-oxo-7H-[1,3]dioxolo[4,5-f]chromen-8-yl)acetate